CC=1C=CC=C2C=CN(C12)C1=C(C=CC(=C1)N1CCN(CC1)C)C 7-methyl-N-(2-methyl-5-(4-methylpiperazin-1-yl)phenyl)-1H-indole